(2S,5S)-tert-Butyl 5-hydroxy-1-(2,2,2-trifluoroacetyl)piperidine-2-carboxylate O[C@H]1CC[C@H](N(C1)C(C(F)(F)F)=O)C(=O)OC(C)(C)C